1-(4-chlorophenyl)-1-(4-methoxyphenyl)-N-[1-(4-methoxyphenyl)ethyl]-1-oxo-λ6-sulfanimine ClC1=CC=C(C=C1)S(=NC(C)C1=CC=C(C=C1)OC)(=O)C1=CC=C(C=C1)OC